C1=CC=NC=2C=CC=3C=C4C=CC=CC4=CC3C21 pyridoanthracene